6-(3-methyl-2,3,4,5-tetrahydropyridin-6-yl)isoquinolin-1-ol CC1CN=C(CC1)C=1C=C2C=CN=C(C2=CC1)O